NC=1C(=NC(=NC1)Cl)N(C(=O)C1(CC1)CCl)CC1=CC=C(C=C1)C=1N(C=C(N1)C(F)(F)F)C N-(5-amino-2-chloropyrimidin-4-yl)-1-(chloromethyl)-N-(4-(1-methyl-4-(trifluoromethyl)-1H-imidazol-2-yl)benzyl)cyclopropane-1-carboxamide